N1C=CC=2C1=NC=C(C2)OC2=C(C(=O)NS(=O)(=O)C=1C=C(C3=CN(N=C3C1)CCOC)[N+](=O)[O-])C=CC(=C2)N2CCN(CC2)CC2=C(CC1(CCC1)CC2)C2=CC=C(C=C2)Cl 2-((1H-pyrrolo[2,3-b]pyridin-5-yl)oxy)-4-(4-((6-(4-chlorophenyl)spiro[3.5]non-6-en-7-yl)methyl)piperazin-1-yl)-N-((2-(2-methoxyethyl)-4-nitro-2H-indazol-6-yl)sulfonyl)benzamide